10-hydroxy-6-methyl-N-[2-[5-methyl-6-(trifluoromethyl)pyrimidin-4-yl]-4-(trifluoromethyl)phenyl]-8-oxo-6,7-diazaspiro[4.5]dec-9-ene-9-carboxamide OC1=C(C(NN(C12CCCC2)C)=O)C(=O)NC2=C(C=C(C=C2)C(F)(F)F)C2=NC=NC(=C2C)C(F)(F)F